N(C(=O)C)C1=NC=CC(=C1)NC(=O)[C@@H]1O[C@]([C@H]([C@H]1C1=C(C(=C(C=C1)F)F)OC)C)(C(F)(F)F)C (2R,3S,4S,5R)-N-(2-Acetaminopyridin-4-yl)-3-(3,4-difluoro-2-methoxyphenyl)-4,5-dimethyl-5-(trifluoromethyl)tetrahydrofuran-2-carboxamide